ClC=1C=C(C=CC1)C1=NOC(=N1)C=1C=CC(N(C1)CC=1C=NC=CC1)=O 5-(3-(3-chlorophenyl)-1,2,4-oxadiazol-5-yl)-1-(pyridin-3-ylmethyl)pyridin-2(1H)-one